6-hydroxy-4,5,7-trimethyl-2-naphthoic acid OC=1C(=C2C(=CC(=CC2=CC1C)C(=O)O)C)C